3'-cyclobutyl-5'-(4-fluorophenyl)-N-(4-(4-methylpiperazin-1-yl)phenyl)-1H,3'H-[2,4'-biimidazole]-4-carboxamide C1(CCC1)N1C=NC(=C1C=1NC=C(N1)C(=O)NC1=CC=C(C=C1)N1CCN(CC1)C)C1=CC=C(C=C1)F